5-phenyl-4H-1,2,4-triazol-3-amine C1(=CC=CC=C1)C=1NC(=NN1)N